N-(2-((3R,5R)-3-((5-cyanopyrimidin-2-yl)amino)-5-fluoropiperidin-1-yl)-1,6-dimethyl-1H-benzo[d]imidazol-5-yl)acrylamide C(#N)C=1C=NC(=NC1)N[C@H]1CN(C[C@@H](C1)F)C1=NC2=C(N1C)C=C(C(=C2)NC(C=C)=O)C